ClC=1C(=NC(=NC1)NC1=CC(=C(C=C1)N1CCNCC1)F)N1C=C(C2=CC=CC=C12)C(=O)N 1-[5-chloro-2-(3-fluoro-4-piperazin-1-yl-phenylamino)-pyrimidin-4-yl]-1H-indole-3-carboxamide